OC=1C=[N+](C=CC1)CCC 3-hydroxy-1-propylpyridin-1-ium